4-bromo-2,3-difluoro-5-nitrobenzoyl bromide BrC1=C(C(=C(C(=O)Br)C=C1[N+](=O)[O-])F)F